(3R)-8-fluoro-3,10-dimethyl-1,2,3,4,7,8,9,10-octahydro-11H-pyrido[4',3':3,4]pyrazolo[1,5-a][1,4]Diazepin-11-one FC1CN(C(C=2N(C1)N=C1C2CN[C@@H](C1)C)=O)C